FC1=C(C=CC(=C1)OCCCC1CCN(CC1)C1=NC=C(C=N1)CCC)CC(=O)O 2-(2-fluoro-4-(3-(1-(5-propylpyrimidin-2-yl)piperidin-4-yl)propoxy)phenyl)acetic acid